N-(dimethylaminoethyl)-N'-ethylcarbodiimide CN(C)CCN=C=NCC